7-chloro-1-[3-(dimethylamino)-1,2,4-thiadiazol-5-yl]-6-fluoro-4-oxo-1,4-dihydro-1,8-naphthyridine-3-carboxylic acid ethyl ester C(C)OC(=O)C1=CN(C2=NC(=C(C=C2C1=O)F)Cl)C1=NC(=NS1)N(C)C